4-chlorobenzyl (4-(1-(3-methylisoxazole-5-carboxamido)ethyl)phenyl)carbamate CC1=NOC(=C1)C(=O)NC(C)C1=CC=C(C=C1)NC(OCC1=CC=C(C=C1)Cl)=O